FC1=CC=C(C=C1)C1=NN(C=C1C=1C2=C(N=CN1)OC(=C2)C=2N=CN(C2)C)CC(C)(O)C {3-(4-fluorophenyl)-4-[6-(1-methyl-1H-imidazol-4-yl)furo[2,3-d]pyrimidin-4-yl]-1H-pyrazol-1-yl}-2-methylpropan-2-ol